N-(1-((2S,4S)-4-((4-chloro-3-(Tetrahydro-1H-furo[3,4-c]pyrrol-5(3H)-yl)benzyl)(methyl)amino)-2-methylpiperidine-1-carbonyl)-1H-pyrazol-3-yl)methanesulfonamide ClC1=C(C=C(CN([C@@H]2C[C@@H](N(CC2)C(=O)N2N=C(C=C2)NS(=O)(=O)C)C)C)C=C1)N1CC2C(C1)COC2